C(C)(C)(C)C=1C(=C(C(=C(C1[2H])C(C)(C)C)[2H])C1=C(C(=C2NC3=C(C(=C(C(=C3C2=C1[2H])[2H])[2H])[2H])[2H])[2H])[2H])[2H] 3-(3,5-di-tert-butylphenyl-2,4,6-d3)-9H-carbazole-1,2,4,5,6,7,8-d7